C(#N)C1=CC=C2C(=CC(=NC2=C1)C1=CC=C(C=C1)C(C)NS(=O)C(C)(C)C)C(=O)N1CCOCC1 N-(1-(4-(7-cyano-4-(morpholin-4-carbonyl)quinolin-2-yl)phenyl)ethyl)-2-methylpropane-2-sulfinamide